C(C)(C)(C)C1=C(C=C(C=N1)C=1N=C2SC[C@@H](CN2C(C1C#N)=O)CNC(C)=O)F (R)-N-((8-(6-(tert-butyl)-5-fluoropyridin-3-yl)-7-cyano-6-oxo-3,4-dihydro-2H,6H-pyrimido[2,1-b][1,3]thiazin-3-yl)methyl)acetamide